CN(C)CC=1SC2=C(N1)C=C(C=C2)[C@@H]2N(C[C@H](CC2)C)C(C(=O)N)=O 2-((2R,5S)-2-(2-((dimethylamino)methyl)benzo[d]thiazol-5-yl)-5-methylpiperidin-1-yl)-2-oxoacetamide